N1C=CC=2C1=NC=C(C2)N2CC(OCC2)C(F)(F)F 4-(1H-pyrrolo[2,3-b]pyridin-5-yl)-2-(trifluoromethyl)morpholine